5-(methylsulfinyl)-1H-pyrazole-3-carboxamide CS(=O)C1=CC(=NN1)C(=O)N